O=C1N(CC2N1CCNC2)[C@@H]2C1(CC2C1)C(=O)O (S)-2-(3-oxohexahydroimidazo[1,5-a]pyrazin-2(3H)-yl)bicyclo[1.1.1]pentane-1-carboxylic acid